dichloroaniline C1=CC(=C(C(=C1)Cl)Cl)N